[2-[9-(3-hydroxypropyl)-1,9-diazatricyclo[6.3.1.04,12]dodeca-2,4(12),5,7-tetraen-2-yl]-1,7-dimethoxy-benzimidazol-5-yl]methanone OCCCN1C2=CC=CC=3C=C(N(CC1)C32)C3=NC2=C(N3OC)C(=CC(=C2)C=O)OC